1-(2-bromo-5-chloro-3-fluorophenyl)ethan-1-ol BrC1=C(C=C(C=C1F)Cl)C(C)O